C(N)(=N)C1=CC=C(C=C1)N1C([C@H](CC1)NC(=O)NCCC(=O)OCC)=O ethyl N-{[(3S)-1-(4-carbamimidoylphenyl)-2-oxo-3-pyrrolidinyl]carbamoyl}-β-alaninate